BrC=1C=CC2=C(CNS2(C)=O)C1 5-bromo-1-methyl-3H-1,2-benzothiazole 1-oxide